1-(4-{[4-(naphthalen-1-yl)phenyl](4-{8-oxatricyclo[7.4.0.02,7]trideca-1(13),2,4,6,9,11-hexaen-6-yl}phenyl)amino}phenyl)-9H-fluoren-9-one C1(=CC=CC2=CC=CC=C12)C1=CC=C(C=C1)N(C1=CC=C(C=C1)C1=CC=CC=2C3=CC=CC=C3C(C12)=O)C1=CC=C(C=C1)C=1C=CC=C2C3=CC=CC=C3OC12